1,20-diamino-3,6,9,12,15,18-hexaoxaeicosane NCCOCCOCCOCCOCCOCCOCCN